IC1=CC=C(OC2=C(C=CC(=C2)[N+](=O)[O-])C)C=C1 2-(4-iodophenoxy)-1-methyl-4-nitrobenzene